O=CCCCCCNC(OCC1=CC=CC=C1)=O Benzyl (6-oxohexyl)carbamate